tert-butyl 2-((4-(4-(2,6-dioxopiperidin-3-yl)-3,5-difluorophenyl)piperazin-1-yl) methyl)-2-fluoro-7-azaspiro[3.5]nonane-7-carboxylate O=C1NC(CCC1C1=C(C=C(C=C1F)N1CCN(CC1)CC1(CC2(C1)CCN(CC2)C(=O)OC(C)(C)C)F)F)=O